6-Cyano-1-methyl-4-[4-methyl-4-(5-methyl-1,3-benzooxazol-2-yl)piperidin-1-yl]-2-oxo-7-{[(3R)-oxolan-3-yl]oxy}-1,2-dihydroquinoline-3-carboxamide C(#N)C=1C=C2C(=C(C(N(C2=CC1O[C@H]1COCC1)C)=O)C(=O)N)N1CCC(CC1)(C=1OC2=C(N1)C=C(C=C2)C)C